P(=O)(O)(O)OC[C@H](N)C(=O)O O-PHOSPHO-L-SERIN